2,5-dimethyl-3(2h)furanone CC1OC(=CC1=O)C